6-tert-butyl-4-oxo-1H-pyridine-3-carboxylic acid ethyl ester C(C)OC(=O)C1=CNC(=CC1=O)C(C)(C)C